N-(3-(3-Chlorophenyl)-2-hydroxycyclobutyl)-1-(1-(2',3'-dihydro-1'H-spiro[cyclopropane-1,4'-isoquinolin]-7'-yl)ethyl)-1H-1,2,3-triazole-4-carboxamide ClC=1C=C(C=CC1)C1C(C(C1)NC(=O)C=1N=NN(C1)C(C)C1=CC=C2C3(CNCC2=C1)CC3)O